C1(CC1)C=1N=C(C(=NC1C=1C2=C(C=NC1)N(C=N2)C)C(=O)N)NC=2C=NN(C2C)C 5-Cyclopropyl-3-[(1,5-dimethylpyrazol-4-yl)amino]-6-(3-methylimidazo[4,5-c]pyridin-7-yl)pyrazine-2-carboxamide